ClC1=CC=CC(=N1)C1=C(C=2N(C=C1)N=C(N2)N)F 7-(6-chloropyridin-2-yl)-8-fluoro-[1,2,4]triazolo[1,5-a]pyridin-2-amine